COC(=O)C1C2CCC(C1NC1=NC(=NC(=C1)C=1OC3=C(C1)C=CC=C3)Cl)CC2 (+/-)-trans-3-((6-(benzofuran-2-yl)-2-chloropyrimidin-4-yl)amino)bicyclo[2.2.2]Octane-2-carboxylic acid methyl ester